C(C)(C)(C)C1=CN=C(O1)CSC1=CN=C(S1)NC(=O)C1CCN(CC1)C1CCN(CC1)CC=1C(=C2CN(C(C2=CC1)=O)C1C(NC(CC1)=O)=O)F N-(5-(((5-(tert-butyl)oxazol-2-yl)methyl)thio)thiazol-2-yl)-1'-((2-(2,6-dioxopiperidin-3-yl)-4-fluoro-1-oxoisoindolin-5-yl)methyl)-[1,4'-bipiperidine]-4-carboxamide